chlorine selenoline [Se]1C=CCC1.[Cl]